(R)-4-amino-N-(6-bromo-2,3-dihydrobenzofuran-3-yl)-N-methylimidazo[1,5-a]quinoxaline-8-carboxamide NC=1C=2N(C3=CC(=CC=C3N1)C(=O)N(C)[C@H]1COC3=C1C=CC(=C3)Br)C=NC2